ClC1=C(C=CC(=C1)Cl)C[C@H](C(=O)N1CC2=CC=C(C=C2C1)NS(=O)(=N)C)NC(OC(C)(C)C)=O tert-butyl N-[(2R)-3-(2,4-dichlorophenyl)-1-(5-methanesulfonoimidamido-2,3-dihydro-1H-isoindol-2-yl)-1-oxopropan-2-yl]carbamate